CN1CC(C1)C 1,3-dimethyl-azetidine